FC=1C=C(C=NC1)C1=NC=C(C=C1)NC(CCC(=O)N1C=2N(CCC1)N=C(C2)C)=O N-(5'-fluoro-[2,3'-bipyridin]-5-yl)-4-(2-methyl-6,7-dihydropyrazolo[1,5-a]pyrimidin-4(5H)-yl)-4-oxobutanamide